N-(4-chloropyridin-2-yl)thiazol-2-amine ClC1=CC(=NC=C1)NC=1SC=CN1